methyl 1-{[5-(2-hydroxyethoxy)pyridin-2-yl]sulfonyl}cyclopropane-1-carboxylate OCCOC=1C=CC(=NC1)S(=O)(=O)C1(CC1)C(=O)OC